C(CCC)(=O)NC=1C=CC2=C(C3=CC=C(C=C3N=C2C1)NC(CCC)=O)Cl 3,6-bis(butyrylamino)-9-chloroacridine